N=1C=CN2C1CN(CC2)C=2C=C1CCN(C(C1=CC2)=O)C[C@@H](CN2CC1=CC=CC=C1CC2)O 6-(6,8-Dihydro-5H-imidazo[1,2-a]pyrazin-7-yl)-2-[(2R)-3-(3,4-dihydro-1H-isochinolin-2-yl)-2-hydroxy-propyl]-3,4-dihydroisochinolin-1-on